(S)-6-(1-(1-(1-acryloylpyrrolidine-3-carbonyl)piperidin-4-yl)-1H-pyrazol-4-yl)-4-methoxypyrazolo[1,5-a]pyridine-3-carbonitrile C(C=C)(=O)N1C[C@H](CC1)C(=O)N1CCC(CC1)N1N=CC(=C1)C=1C=C(C=2N(C1)N=CC2C#N)OC